CC(C1=CC=CC=C1C(=O)ON2C(=O)CCC2=O)SSC3=CC=CC=N3 Succinimidyloxycarbonyl-α-methyl-α-(2-pyridyldithio)toluene